OC1=C(C(=C(C=C1)O)C)O dihydroxy-methyl-phenol